15-Heneicosenoic acid C(CCCCCCCCCCCCCC=CCCCCC)(=O)O